C(#N)C(C#N)C1=CC=CC=C1 cyanophenyl-acetonitrile